C(#N)C(CC=1C(NC2=CC=C(C=C2C1)C)=O)NC(=O)[C@@H]1[C@H]2C([C@H]2CN1C([C@H](C(C)(C)C)NS(=O)(=O)C)=O)(C)C (1R,2S,5S)-N-(1-cyano-2-(6-methyl-2-oxo-1,2-dihydroquinolin-3-yl)ethyl)-3-((S)-3,3-dimethyl-2-(methylsulfonamido)butanoyl)-6,6-dimethyl-3-azabicyclo[3.1.0]hexane-2-carboxamide